dimethyl-(4-phenylphenyl)silaneOne CC=1C(=C(C=CC1C1=CC=CC=C1)[SiH]=O)C